NCCOCCOCCOCC#CC1=C2CN(C(C2=CC=C1)=O)C1C(NC(CC1)=O)=O 3-(4-(3-(2-(2-(2-Aminoethoxy)ethoxy)ethoxy)prop-1-yn-1-yl)-1-oxoisoindolin-2-yl)piperidine-2,6-dione